CS(=O)(=O)C1=CC=C(C(Cl)(Cl)Cl)C=C1 4-methanesulfonyl-trichlorotoluene